ClS(=O)(=O)OC(C(C(=O)OCC)(C)C)C Ethyl 3-((chlorosulfonyl) oxy)-2,2-dimethylbutyrate